CC=1C(=C2C=NNC2=CC1C)C1=C(C=2N=C(N=C(C2C=N1)N1CC2C(C1)C(NC2=O)=O)OCC21CCCN1CCC2)F 5-(7-(5,6-dimethyl-1H-indazol-4-yl)-8-fluoro-2-((hexahydro-1H-pyrrolizin-7a-yl)methoxy)pyrido[4,3-d]pyrimidin-4-yl)tetrahydropyrrolo[3,4-c]pyrrole-1,3(2H,3aH)-dione